2-{methyl(6-(2,2,2-trifluoroethyl)thieno[2,3-d]pyrimidin-4-yl)amino}cyclopentan-1-ol hydrochloride Cl.CN(C1C(CCC1)O)C=1C2=C(N=CN1)SC(=C2)CC(F)(F)F